FC1=C(C(=CC(=C1)C(C)(C)O)F)C1=C(C=CC(=N1)C(=O)OC)F methyl 6-[2,6-difluoro-4-(1-hydroxy-1-methylethyl) phenyl]-5-fluoropyridine-2-carboxylate